C(C1=CC=CC=C1)N1C(N(CC(C1)N(C(=O)C=1N=C(SC1)C#C)C1=CC(=CC(=C1)OC)OC)CC1=CC=CC=C1)=O N-(1,3-Dibenzyl-2-oxohexahydropyrimidin-5-yl)-N-(3,5-dimethoxyphenyl)-2-ethynylthiazole-4-carboxamide